CN(C1CN(C1)C(=O)NC1=CC=C(CNC(OC(C)(C)C)=O)C=C1)C tert-butyl (4-(3-(dimethylamino)azetidine-1-carboxamido)benzyl)carbamate